CN1C(=CC2=C(C=CC(=C12)Cl)NC1=NC(=CC=C1)OC)C(=O)O 1-Methyl-4-((6-methoxypyridin-2-yl)amino)-7-chloro-indole-2-carboxylic acid